5-(2-(4-((3-fluoro-4-(trifluorometh-oxy)benzyl)amino)butoxy)ethoxy)benzo[c][2,6]naphthyridine FC=1C=C(CNCCCCOCCOC2=NC3=C(C4=CN=CC=C24)C=CC=C3)C=CC1OC(F)(F)F